C1(=CC(=CC=C1)C(=O)OOC(=O)C=1C=C(C=CC1)C)C m-toluoyl (m-Toluoyl) peroxide